1-methyl-3-Octylimidazolium hexafluorophosphate F[P-](F)(F)(F)(F)F.CN1C=[N+](C=C1)CCCCCCCC